3-FORMYLBENZYLAMINE C(=O)C=1C=C(CN)C=CC1